FC(CC(=O)O)(F)F.FC(C(C(C(C(F)(F)[Si](OCCC)(OCCC)C)(F)F)(F)F)(F)F)(CCC(F)(F)F)F tridecafluorooctyl-methyl-dipropoxysilane 3,3,3-trifluoropropionate